OCCC=1C(=NN(C1C)C)C#N 4-(2-hydroxyethyl)-1,5-dimethyl-1H-pyrazole-3-carbonitrile